C(C)(C)(C)OC(=O)NCC1=CC=C(C=C1)C[C@H](C(=O)OC)NC(C=C)=O methyl (R)-3-(4-(((tert-butoxycarbonyl) amino) methyl) phenyl)-2-acrylamidopropionate